tert-butyl 3-(5-(difluoromethyl)-3-(2-(methoxymethoxy)phenyl)-5H-pyrrolo[3,2-c]pyridazin-6-yl)azetidine-1-carboxylate FC(N1C(=CC=2N=NC(=CC21)C2=C(C=CC=C2)OCOC)C2CN(C2)C(=O)OC(C)(C)C)F